bis(dimethylamino)ethylsilane CN(C)C(C[SiH3])N(C)C